NC=1C=CC2=C(N=C(O2)C2=C3C=C(N=CC3=C(N=C2)NC)C2(CC2)C(=O)N)C1 (5-(5-aminobenzo[d]oxazol-2-yl)-8-(methylamino)-2,7-naphthyridin-3-yl)cyclopropanecarboxamide